methyl 3-[4-(isopropylsulfonimidoyl)anilino]-5-(methylamino)-6-(3-methylimidazo[4,5-c]pyridin-7-yl)pyrazine-2-carboxylate C(C)(C)S(=O)(=N)C1=CC=C(NC=2C(=NC(=C(N2)NC)C=2C3=C(C=NC2)N(C=N3)C)C(=O)OC)C=C1